CN1C(=NC2=C1C=CC=C2)C2=NC(=CC=C2)C2=NC1=C(N2C)C=CC=C1 2,6-bis(1-methylbenzimidazole-2-yl)pyridine